N-(4-(6-(4-((6-methoxypyridin-3-yl)methyl)piperazin-1-yl)pyridin-3-yl)-6-(1-Methyl-1H-pyrazol-4-yl)pyrazolo[1,5-a]pyridin-3-yl)cyclopropanecarboxamide COC1=CC=C(C=N1)CN1CCN(CC1)C1=CC=C(C=N1)C=1C=2N(C=C(C1)C=1C=NN(C1)C)N=CC2NC(=O)C2CC2